1-(4-bromophenyl)-1H-pyrazole BrC1=CC=C(C=C1)N1N=CC=C1